FC=1C=C(N)C=CC1COCC1=CC=C(C=C1)OC 3-fluoro-4-(((4-methoxybenzyl)oxy)methyl)aniline